BrC1=C(C=C(C=C1Cl)C(\C=C(/F)\C1=CC(=C(C(=O)NNC2=NC=CC=N2)C=C1)C(F)(F)F)C(F)(F)F)Cl (Z)-4-(3-(4-bromo-3,5-dichlorophenyl)-1,4,4,4-tetrafluorobut-1-en-1-yl)-N'-(pyrimidin-2-yl)-2-(trifluoromethyl)benzoyl-hydrazine